ClC1=CC(=C(C=C1)B(O)O)COC 4-CHLORO-2-(METHOXYMETHYL)PHENYLBORONIC ACID